4-amino-3-[6-(4-fluoro-2-methylphenyl)pyridin-3-ylazo]naphthalene-1-sulfonic acid sodium salt dihydrate O.O.[Na+].NC1=C(C=C(C2=CC=CC=C12)S(=O)(=O)[O-])N=NC=1C=NC(=CC1)C1=C(C=C(C=C1)F)C